(S)-N,N,5-tribenzyl-2,3,4,5-tetrahydro-3-methoxybenzo[b][1,4]oxazepin-7-amine C(C1=CC=CC=C1)N(C1=CC2=C(OC[C@H](CN2CC2=CC=CC=C2)OC)C=C1)CC1=CC=CC=C1